CC=1C(=C(C=CC1)NC1(CC=C(C=C1)C(C=O)C=1C(=NOC1C(=O)NC)O)OC)C (4-(dimethyl-(phenyl)amino)-1-(4-methoxyphenyl)-2-oxoethyl)-3-hydroxy-N-methyl-1,2-oxazole-5-carboxamide